tertbutyl 8-amino-4-oxo-5-azaspiro[2.5]octane-5-carboxylate NC1CCN(C(C12CC2)=O)C(=O)OC(C)(C)C